C(C)(C)(C)OC(=O)N1CC(C1)N1C(N(C2=NC=CC(=C21)P(=O)(C)C)C2=CC=C(C=C2)C(F)(F)F)=O 3-(7-(Dimethylphosphoryl)-2-oxo-3-(4-(trifluoromethyl)phenyl)-2,3-dihydro-1H-imidazo[4,5-b]pyridin-1-yl)azetidine-1-carboxylic acid tert-butyl ester